OC=1C=C(C=CC(=O)[O-])C=CC1O 3,4-dihydroxycinnamate